C1[C@H](O)[C@@H](O)[C@H](O)[C@H](O1)CO 1-deoxy-beta-D-glucopyranose